Cl.NC=1C=C2C(=NC1O)N(C=C2)COCC[Si](C)(C)C 5-amino-1-[[2-(trimethylsilyl)ethoxy]methyl]-1H-pyrrolo[2,3-b]pyridin-6-ol hydrogen chloride